7-(4-(4-(benzo[b]thiophen-4-yl)piperazin-1-yl)butoxy)quinolin-2(1H)-one S1C2=C(C=C1)C(=CC=C2)N2CCN(CC2)CCCCOC2=CC=C1C=CC(NC1=C2)=O